tris[2-(t-butoxycarbonylmethoxy)ethyl]amine C(C)(C)(C)OC(=O)COCCN(CCOCC(=O)OC(C)(C)C)CCOCC(=O)OC(C)(C)C